2-(4-(7-chloro-4-(morpholinomethyl)quinolin-2-yl)phenyl)ethan-1-amine ClC1=CC=C2C(=CC(=NC2=C1)C1=CC=C(C=C1)CCN)CN1CCOCC1